[Sn].[P].[P].[P] Triphosphorus tin